FC(C(=O)O)(F)F.NCCOCCN1CCN(CC1)C1=CC=C(N=N1)C(=O)NC1CCC(CC1)OC1=CC(=C(C=C1)C#N)Cl 6-(4-(2-(2-Aminoethoxy)ethyl)piperazin-1-yl)-N-((1r,4r)-4-(3-chloro-4-cyanophenoxy)cyclohexyl)pyridazine-3-carboxamide 2,2,2-trifluoroacetate